OC1=CC=C(C=C1)[S+](C)C 4-Hydroxyphenyl-dimethylsulfonium